6-{7-methoxyimidazo[1,2-a]pyridin-3-yl}-N-{[4-(pyridin-3-yl)phenyl]methyl}pyrimidin-4-amine COC1=CC=2N(C=C1)C(=CN2)C2=CC(=NC=N2)NCC2=CC=C(C=C2)C=2C=NC=CC2